C(C)OC(=O)C1=CC=C(C=C1)NS([O-])(=O)=O.[Na+] Sodium N-(4-ethoxycarbonylphenyl)sulfamate